O1C2=C(OCC1)C=C(C=C2)C(CN2CC1=CC=CC=C1C2)=O (2,3-dihydrobenzo[b][1,4]dioxin-6-yl)-2-(isoindolin-2-yl)ethan-1-one